C(#N)C1(CC1)NS(=O)(=O)C1=CC=C2C3=C(N(C2=C1)C=1SC(=NN1)C(F)F)N=CN=C3SC N-(1-Cyanocyclopropyl)-9-(5-(difluoromethyl)-1,3,4-thiadiazol-2-yl)-4-(methylthio)-9H-pyrimido[4,5-b]indole-7-sulfonamide